FC=1C=C(CC2=CN=C(S2)NC(=O)C2=NN(C(C=C2)=O)CCF)C=CC1 N-(5-(3-fluorobenzyl)thiazol-2-yl)-1-(2-fluoroethyl)-6-oxo-1,6-dihydropyridazine-3-carboxamide